(2R)-6-chloro-N-{4-[2-(4-chloro-3-fluorophenoxy)acetamido]bicyclo[2.1.1]hex-1-yl}-4-oxo-3,4-dihydro-2H-1-benzopyran-2-carboxamide ClC=1C=CC2=C(C(C[C@@H](O2)C(=O)NC23CCC(C2)(C3)NC(COC3=CC(=C(C=C3)Cl)F)=O)=O)C1